C1(=CC=CC=C1)[C@H](CN1N=C2C=CC=C(C2=C1)B1OC(C(O1)(C)C)(C)C)O (1R)-1-Phenyl-2-[4-(4,4,5,5-tetramethyl-1,3,2-dioxaborolan-2-yl)-2H-indazol-2-yl]ethan-1-ol